2-(4-allylpiperidin-1-yl)-N-(8-(but-3-en-1-ylamino)imidazo[1,2-a]pyrazin-6-yl)-4-chlorobenzamide C(C=C)C1CCN(CC1)C1=C(C(=O)NC=2N=C(C=3N(C2)C=CN3)NCCC=C)C=CC(=C1)Cl